BrCC1=C(C=CC2=C1N=CS2)Cl 4-(bromomethyl)-5-chloro-1,3-benzothiazole